N-(3-methoxybenzyl)-4-(morpholinomethyl)-N-(3-(pyrrolidin-1-yl)benzyl)thiazol-2-amine COC=1C=C(CN(C=2SC=C(N2)CN2CCOCC2)CC2=CC(=CC=C2)N2CCCC2)C=CC1